C1(CCCCC1)C(CN)(CN)C1CCCCC1 dicyclohexyl-1,3-propanediamine